mercapto-3-methyl-5',8'-dihydro-6'H-spiro[indene-1,7'-quinazoline]-4'-ol SC1=NC=2CC3(CCC2C(=N1)O)C=C(C1=CC=CC=C13)C